IC=1C=NN(C1)C1(CC1)C#N (4-iodo-1H-pyrazol-1-yl)cyclopropane-1-carbonitrile